(2-(cyclopropylmethoxy-d2)-3,5-difluorophenyl)methylamine C1(CC1)C(OC1=C(C=C(C=C1F)F)CN)([2H])[2H]